N-(4-(4-amino-1-methyl-1H-pyrazolo[3,4-d]pyrimidin-3-yl)phenyl)-5-(4-fluorophenyl)-1-isobutyl-4-oxo-1,4-dihydropyridazine-3-carboxamide NC1=C2C(=NC=N1)N(N=C2C2=CC=C(C=C2)NC(=O)C2=NN(C=C(C2=O)C2=CC=C(C=C2)F)CC(C)C)C